(S)-1-((4-(difluoromethyl)-6-(6-(trifluoromethyl)quinolin-4-yl)pyridin-3-yl)oxy)-2,4-dimethylpentan-2-amine FC(C1=C(C=NC(=C1)C1=CC=NC2=CC=C(C=C12)C(F)(F)F)OC[C@](CC(C)C)(N)C)F